(S)-3-(4-(1-tert-butoxycarbonyl-3-hydroxypyrrolidine-3-oxy)phenoxy)benzo[b]Thiophene-6-carboxylic acid methyl ester COC(=O)C=1C=CC2=C(SC=C2OC2=CC=C(C=C2)O[C@@]2(CN(CC2)C(=O)OC(C)(C)C)O)C1